N-((4-(((2R)-1-(1-(2-hydroxyethyl)azetidin-2-yl)-3-(phenylthio)propan-2-yl)amino)-3-((trifluoromethyl)sulfonyl)phenyl)sulfonyl)benzamide OCCN1C(CC1)C[C@H](CSC1=CC=CC=C1)NC1=C(C=C(C=C1)S(=O)(=O)NC(C1=CC=CC=C1)=O)S(=O)(=O)C(F)(F)F